NC(C(=O)O)CC(=O)C1=C(C=CC(=C1)C)N 2-amino-4-(2-amino-5-methylphenyl)-4-oxobutanoic acid